benzyl N-(4-methylazepan-4-yl)carbamate CC1(CCNCCC1)NC(OCC1=CC=CC=C1)=O